N1C=NC2=C1C=CC(=C2)N2C(NCC2C2=CC=C(C=C2)OC)=O 1-(1H-benzo[d]imidazol-5-yl)-5-(4-methoxyphenyl)imidazolidin-2-one